C(C)C1=C(C(=C(C=C1C)O)OC)C 4-ethyl-2-methoxy-3,5-dimethylphenol